N4-(2,5-difluoro-6-methoxy-3-methyl-phenyl)-6-(1-fluoro-1-methyl-ethyl)-1,3,5-triazine-2,4-diamine FC1=C(C(=C(C=C1C)F)OC)NC1=NC(=NC(=N1)C(C)(C)F)N